6-chloro-4-hydroxy-2-methyl-N-(pyridin-2-yl)-2H-thieno[2,3-e][1,2]thiazine-3-carboxamide-1,1-dioxide ClC1=CC2=C(C(=C(N(S2(=O)=O)C)C(=O)NC2=NC=CC=C2)O)S1